C1(=CC=C(C=C1)CCN1CCC(=CC1)C1=CC(=CC=C1)C(F)(F)F)C1=CC=CC=C1 1-[2-(4-biphenylyl)ethyl]-4-(3-trifluoromethylphenyl)-1,2,3,6-tetrahydropyridine